CS(=O)CCCC 4-(methylsulfinyl)butane